CSC=1C=C(C=O)C=CC1OCOCC[Si](C)(C)C 3-(methylthio)-4-((2-(trimethylsilyl)ethoxy)methoxy)benzaldehyde